FC1=CC(=C2CCN(C2=C1)C=1C=C(C=2N(N1)C(=CN2)C(=O)N[C@H]2[C@@H](CC2)OC)N(C)CC2=CC=C(C=C2)OC)C2=NC=C(C=C2F)C=O 6-(6-Fluoro-4-(3-fluoro-5-formylpyridin-2-yl)indolin-1-yl)-8-((4-methoxybenzyl)(methyl)amino)-N-((1R,2R)-2-methoxycyclobutyl)imidazo[1,2-b]pyridazine-3-carboxamide